6-chloro-N-[5-(difluoromethoxy)-4,6-dimethoxy-pyrimidin-2-yl]thieno[2,3-b]pyridine-3-sulfonamide ClC1=CC=C2C(=N1)SC=C2S(=O)(=O)NC2=NC(=C(C(=N2)OC)OC(F)F)OC